3-O-triisopropylsiloxy-4,6-O-di-tert-butylsilyl-D-glucal C(C)(C)[Si](OO[C@@H]1C=CO[C@@H]([C@]1(O)[SiH2]C(C)(C)C)CO[SiH2]C(C)(C)C)(C(C)C)C(C)C